F[C@H]1CN(CC[C@H]1OC)C1=NC=CC(=N1)NC=1N=CC2=C(C=CC(=C2C1)[C@@H]1[C@@H](C1)NC(C#CC)=O)N1CC(C1)CS(=O)(=O)C N-((1R,2R)-2-(3-((2-((3S,4R)-3-fluoro-4-methoxypiperidin-1-yl)pyrimidin-4-yl)amino)-8-(3-((methylsulfonyl)methyl)azetidin-1-yl)isoquinolin-5-yl)cyclopropyl)but-2-ynamide